N1(CCC1)CC1CCC(CC1)NC1=CC(=NC=C1C1=NN(C(=C1)C(F)(F)F)C)NC1=NC(=NC=C1)C=1C=NN(C1)S(=O)(=O)C1CC1 N4-((1s,4s)-4-(Azetidin-1-ylmethyl)cyclohexyl)-N2-(2-(1-(cyclopropylsulfonyl)-1H-pyrazol-4-yl)pyrimidin-4-yl)-5-(1-methyl-5-(trifluoromethyl)-1H-pyrazol-3-yl)pyridine-2,4-diamine